ClC=1N=C(C2=C(N1)C(=C(N=C2)Cl)F)N2CC(CCC2)CC#C 2,7-dichloro-8-fluoro-4-(3-(prop-2-yn-1-yl)piperidin-1-yl)pyrido[4,3-d]pyrimidine